(2R)-1-(benzyloxy)-3-(4-cyanophenyl)-1-oxopropan-2-yl-(2S)-2-[[(tert-butoxy)carbonyl](methyl) amino]-4-fluoro-4-methylpentanoate C(C1=CC=CC=C1)OC([C@@H](CC1=CC=C(C=C1)C#N)OC([C@H](CC(C)(C)F)N(C)C(=O)OC(C)(C)C)=O)=O